2,6-diphenylphenol-13C C1(=CC=CC=C1)C1=[13C](C(=CC=C1)C1=CC=CC=C1)O